COC(=O)C=1C(=C2C(N(C(C2=C(C1)Br)C1=C(C=CC(=C1)F)Cl)CC1=CC=C(C=C1)OC)=O)C(C)=O 4-Acetyl-7-bromo-1-(2-chloro-5-fluorophenyl)-2-(4-methoxybenzyl)-3-oxoisoindoline-5-carboxylic acid methyl ester